2-[1-[5-(2,6-dibenzyloxy-3-pyridinyl)-2-pyridinyl]-4-piperidinyl]acetic acid tert-butyl ester C(C)(C)(C)OC(CC1CCN(CC1)C1=NC=C(C=C1)C=1C(=NC(=CC1)OCC1=CC=CC=C1)OCC1=CC=CC=C1)=O